5-fluoro-3-((1-(2-(4-fluoro-2-(piperidin-3-yl)phenoxy)ethyl)piperidin-4-yl)methyl)-1H-indole FC=1C=C2C(=CNC2=CC1)CC1CCN(CC1)CCOC1=C(C=C(C=C1)F)C1CNCCC1